BrC1=NC=2N(C(N(C(C2N1C)=O)C(C)C1=CC(=C(C=C1)Cl)Cl)=O)C 8-bromo-1-(1-(3,4-dichlorophenyl)ethyl)-3,7-dimethyl-3,7-dihydro-1H-purine-2,6-dione